tert-butyl 4-(4-((4-(2,6-dioxopiperidin-3-yl)phenoxy)methyl)-1H-pyrazol-1-yl)piperidine-1-carboxylate O=C1NC(CCC1C1=CC=C(OCC=2C=NN(C2)C2CCN(CC2)C(=O)OC(C)(C)C)C=C1)=O